C[C@@H]1CN(C[C@@H](C1)NC1=C2C(=NC=C1C1=NC(=NO1)C)NC=C2)C(CC#N)=O 3-((3S,5R)-3-methyl-5-((5-(3-methyl-1,2,4-oxadiazol-5-yl)-1H-pyrrolo[2,3-b]pyridin-4-yl)amino)piperidin-1-yl)-3-oxopropanenitrile